di-n-butyl-bis(ethoxymethyl)silane C(CCC)[Si](COCC)(COCC)CCCC